OC(COC1(C=CC(=CN1)C=1C=NNC1)N1CCNCC1)(C)C 6-(2-hydroxy-2-methylpropoxy)-4-(6-(piperazin-1-yl)pyridin-3-yl)pyrazole